(1-(((2R,3S,4R,5R)-5-(6-chloro-4-(cyclopentylamino)-1H-pyrazolo[3,4-d]pyrimidin-1-yl)-3,4-dihydroxytetrahydrofuran-2-yl)-methoxy)-2-ethoxy-2-oxoethyl)-phosphonic acid ClC1=NC(=C2C(=N1)N(N=C2)[C@H]2[C@@H]([C@@H]([C@H](O2)COC(C(=O)OCC)P(O)(O)=O)O)O)NC2CCCC2